6-(difluoromethyl)thieno[2,3-b]Pyridine-3-sulfonyl chloride FC(C1=CC=C2C(=N1)SC=C2S(=O)(=O)Cl)F